N-benzyl-3'-cyano-5'-nitro-[1,1'-biphenyl]-4-carboxamide C(C1=CC=CC=C1)NC(=O)C1=CC=C(C=C1)C1=CC(=CC(=C1)[N+](=O)[O-])C#N